6-chloro-7-methoxy-4-(3-methyl-1H-pyrazol-5-yl)pyrido[3,2-d]pyrimidine ClC=1C(=CC=2N=CN=C(C2N1)C1=CC(=NN1)C)OC